The molecule is a ribose monophosphate that is D-ribose substituted at position 1 by a phosphate group. It has a role as a metabolite. It derives from a D-ribose. C([C@@H]1[C@H]([C@H](C(O1)OP(=O)(O)O)O)O)O